(R)-1-(2-(2-bromophenyl)-4-(2,6-diaminopyrimidin-4-yl)piperazin-1-yl)ethan-1-one BrC1=C(C=CC=C1)[C@H]1N(CCN(C1)C1=NC(=NC(=C1)N)N)C(C)=O